3-Methyl-3,6-Diazaspiro[5.5]undecan-6-ium bromid [Br-].CN1CC[N+]2(CC1)CCCCC2